methanic acid-2,4,4-trimethyl-6-oxocyclohex-1-en-1-yl ester CC1=C(C(CC(C1)(C)C)=O)OC=O